3-(4-(((1-(6-((6-acetyl-8-cyclopentyl-5-methyl-7-oxo-7,8-dihydropyrido[2,3-d]pyrimidin-2-yl)amino)pyridin-3-yl)piperidin-4-yl)(methyl)amino)methyl)phenyl)piperidine-2,6-dione C(C)(=O)C1=C(C2=C(N=C(N=C2)NC2=CC=C(C=N2)N2CCC(CC2)N(C)CC2=CC=C(C=C2)C2C(NC(CC2)=O)=O)N(C1=O)C1CCCC1)C